C1(=CC=CC=C1)C1=NN2C(NC(=C(C2=O)C=2C=C3C=CC=NC3=CC2)NC2=NN(C=C2)COCC[Si](C)(C)C)=C1C1=CC=CC=C1 2,3-diphenyl-6-(quinolin-6-yl)-5-((1-((2-(trimethylsilyl)ethoxy)methyl)-1H-pyrazol-3-yl)amino)pyrazolo[1,5-a]pyrimidin-7(4H)-one